tert-Butyl 5-(4-amino-2,6-difluorophenyl)-3-(1-methyl-1H-pyrazol-4-yl)-1H-pyrazolo[3,4-c]pyridine-1-carboxylate NC1=CC(=C(C(=C1)F)C=1C=C2C(=CN1)N(N=C2C=2C=NN(C2)C)C(=O)OC(C)(C)C)F